COC=1C=C2C=NC=NC2=CC1OC 6,7-dimethoxyquinazoline